10-(2-aminoethyl)-7-chloro-8-ethylbenzo[g]pteridine-2,4(3H,10H)-dione 2,2,2-trifluoroacetate FC(C(=O)O)(F)F.NCCN1C2=C(N=C3C(NC(N=C13)=O)=O)C=C(C(=C2)CC)Cl